FC1(CCN(CC1)C1=NC(=CC=2N1C=CN2)NC(C2=C(C=C(C=C2)S(=O)(=O)CCO)N2CCC1(CC1)CC2)=O)F N-(5-(4,4-Difluoropiperidin-1-yl)imidazo[1,2-c]pyrimidin-7-yl)-4-((2-hydroxyethyl)sulfonyl)-2-(6-azaspiro[2.5]octan-6-yl)benzamide